C(C)OC(C=1N(C2=CC(=CC=C2C1)CN)C)OCC [2-(diethoxymethyl)-1-methyl-indol-6-yl]methanamine